C1(CC1)C1=NNC(=N1)C1CC2(CN(C2)C(=O)N2CC3(C2)CC(C3)CC=3C=CC=2N(C3)C(=NN2)C(F)(F)F)C1 [6-(3-cyclopropyl-1H-1,2,4-triazol-5-yl)-2-azaspiro[3.3]heptan-2-yl]-[6-[[3-(trifluoromethyl)-[1,2,4]triazolo[4,3-a]pyridin-6-yl]methyl]-2-azaspiro[3.3]heptan-2-yl]methanone